3-(3-(9H-Carbazol-9-yl)phenyl)benzo[4,5]thieno[2,3-b]pyridine C1=CC=CC=2C3=CC=CC=C3N(C12)C=1C=C(C=CC1)C=1C=C2C(=NC1)SC1=C2C=CC=C1